FC=1C=C2C(C=C(OC2=CC1)C(=O)NCC1(CCCCC1)CC(=O)O)=O 2-(1-((6-fluoro-4-oxo-4H-chromen-2-carboxamido)methyl)cyclohexyl)acetic acid